FC=1C=C(C=2N(C1)C(=CN2)C2=NN(C1=C2C=NC(=C1)C(=O)N1C2COC(C1)C2)CS(=O)(=O)C)F [3-(6,8-difluoro-imidazo[1,2-a]pyridin-3-yl)-1-methanesulfonylmethyl-1H-pyrazolo[4,3-c]pyridin-6-yl]-(2-oxa-5-aza-bicyclo[2.2.1]hept-5-yl)-methanone